C(C)(C)C1C(CC(CC1)C)C(=O)NC1=CC=C(C=C1)OC 2-isopropyl-N-(4-methoxyphenyl)-5-methylcyclohexanecarboxamide